2-(4,4,5,5-tetramethyl-1,3,2-dioxaborolan-2-yl)benzene-1,4-dicarbonitrile CC1(OB(OC1(C)C)C1=C(C=CC(=C1)C#N)C#N)C